ClC=1C=C(C=CC1)[C@@H]1[C@H](C1)C(=O)NC1=NC=NC(=C1)NCC=1N=C2N(C=C(C=C2N2C(COCC2)=O)C2CC2)C1 (1S,2S)-2-(3-chlorophenyl)-N-(6-(((6-cyclopropyl-8-(3-oxomorpholino)imidazo[1,2-a]pyridin-2-yl)methyl)amino)pyrimidin-4-yl)cyclopropane-1-carboxamide